FC1=C(C=C(C=C1OC)OC)C1CCCC2=C(NN=C2C2=NN(C=C2N)C)C1 3-(7-(2-fluoro-3,5-dimethoxyphenyl)-1,4,5,6,7,8-hexahydrocyclohepta[c]pyrazol-3-yl)-1-methyl-1H-pyrazol-4-amine